ClC1=CC(=CC=2N=C(OC21)N[C@@H](C)C=2C(=NC=C(N2)C)C2=CC=C(C=N2)C#N)C(F)(F)F 6-[3-[(1S)-1-[[7-chloro-5-(trifluoromethyl)-1,3-benzoxazol-2-yl]amino]ethyl]-5-methyl-pyrazin-2-yl]pyridine-3-carbonitrile